5-methyl-6-oxo-5,7-diazepine CN1CC=CC=NC1=O